C(CC)P([O-])=O Propylphosphinate